4-({(4-carboxybutyl)[2-(2-{[4-(2-phenylethyl)phenyl]methoxy}phenyl)ethyl]amino}methyl)benzoic acid C(=O)(O)CCCCN(CCC1=C(C=CC=C1)OCC1=CC=C(C=C1)CCC1=CC=CC=C1)CC1=CC=C(C(=O)O)C=C1